C(C)(C)(C)OC(C1=C(N=C(C(=C1)F)Cl)Cl)=O 2,6-dichloro-5-fluoronicotinic acid tert-butyl ester